CP(=O)(C)C1=C(C=CC(=C1)C=1C=NC=CC1)NC1=NC(=NC=C1C(F)(F)F)NC1=CC=C(C(=O)NOC)C=C1 4-((4-((2-(dimethylphosphoryl)-4-(pyridin-3-yl)phenyl)amino)-5-(trifluoromethyl)pyrimidin-2-yl)amino)-N-methoxybenzamide